9-ethyl-3-ethynyl-6,6-dimethyl-8-(piperidine-4-yl)-5,6-dihydro-11H-benzo[b]carbazol-11-one C(C)C1=CC2=C(C(C=3NC4=CC(=CC=C4C3C2=O)C#C)(C)C)C=C1C1CCNCC1